4-(methylsulfanyl)pyridine-2-carboximidoyl chloride hydrochloride Cl.CSC1=CC(=NC=C1)C(=N)Cl